3-(2-chloro-6-morpholinopyridin-4-yl)-4-methylaniline ClC1=NC(=CC(=C1)C=1C=C(N)C=CC1C)N1CCOCC1